4-(2-tert-butoxycarbonyl-aminoethyl)piperidine C(C)(C)(C)OC(=O)C(CC1CCNCC1)N